NC1=NC=CC(=C1Cl)SC=1N=C(C(=NC1)N1CCC2(CC1)CC1=CC=CC=C1C2)C 1'-(5-((2-amino-3-chloropyridin-4-yl)thio)-3-methylpyrazin-2-yl)-1,3-dihydrospiro[indene-2,4'-piperidine]